FC1=CC=C(CN2C(=C(C=C2C)\C(\C(\C)=N\NC(NC)=S)=N/NC(NC)=S)C)C=C1 (2E,2'E)-2,2'-(1-(1-(4-fluorobenzyl)-2,5-dimethyl-1H-pyrrol-3-yl)propane-1,2-diylidene)bis(N-methylhydrazine-1-carbothioamide)